3-(1-methylpyrazol-4-yl)cyclopropanecarboxamide CN1N=CC(=C1)C1CC1C(=O)N